FC1(CN(C1)C1=CC(=C(C(=O)OCC)C=C1)[N+](=O)[O-])F ethyl 4-(3,3-difluoroazetidin-1-yl)-2-nitrobenzoate